FC1=C(C=CC=C1)\C=C\C 1-(2-fluorophenyl)-trans-1-propene